N-(2,6-dichlorobenzoyl)-O-(4-(5,6,7,8-tetrahydro-1,8-naphthyridin-2-yl)butyl)-D-homoserine ClC1=C(C(=O)N[C@H](CCOCCCCC2=NC=3NCCCC3C=C2)C(=O)O)C(=CC=C1)Cl